1-(2-iodophenyl)-(S)-1-methoxy-3-methyl-butyl-(S)-2-propylcarbamate IC1=C(C=CC=C1)[C@](CC(C)C)(OC)N(C([O-])=O)C(C)C